FC(C1=NN(C=C1CO)C)F [3-(difluoromethyl)-1-methylpyrazol-4-yl]methanol